(S)-5-Benzyl-N-(2,4-dimethyl-5-oxo-5,6,7,8-tetrahydro-4H-pyrazolo[1,5-a][1,3]diazepin-6-yl)-4H-1,2,4-triazol-3-carboxamid C(C1=CC=CC=C1)C=1NC(=NN1)C(=O)N[C@@H]1C(N(C=2N(CC1)N=C(C2)C)C)=O